tert-Butyl 4-(3-oxo-2,3-dihydro-[1,2,4]triazolo[4,3-a]pyrimidin-7-yl)piperazine-1-carboxylate O=C1NN=C2N1C=CC(=N2)N2CCN(CC2)C(=O)OC(C)(C)C